2-(1,3-benzothiazol-2-yl)ethan-1-ol 1,5-naphthalenedisulfonate C1(=CC=CC=2C(=CC=CC12)S(=O)(=O)O)S(=O)(=O)O.S1C(=NC2=C1C=CC=C2)CCO